Cl(=O)(=O)(=O)[O-].CN(C1=CC2=C(C(=CC(=[O+]2)C2=CC=CC=C2)C)C=C1)C 7-(dimethylamino)-4-methyl-2-phenylbenzopyrylium perchlorate